ClC=1C=C(C=CC1)C(CNC(CC1CCCCC1)=O)(C)OC N-[2-(3-chlorophenyl)-2-methoxy-propyl]-2-cyclohexyl-acetamide